C(C)OC(=O)C=1C(=NN(C1)C1CCC2(C(CCC2=O)=O)CC1)OCCCOCCOC 1-{1,4-Dioxospiro[4.5]dec-8-yl}-3-[3-(2-methoxyethoxy)propoxy]-1H-pyrazole-4-carboxylic acid ethyl ester